cyclohexenyl-cyclobutylphosphinic acid C1(=CCCCC1)P(O)(=O)C1CCC1